C(C)(C)(C)C1=C(C=C(C=N1)C=1N=C2SCC(CN2C(C1C#N)=O)C(=O)NC)F 8-(6-tert-butyl-5-fluoropyridin-3-yl)-7-cyano-N-methyl-6-oxo-2H,3H,4H,6H-pyrimido[2,1-b][1,3]thiazine-3-carboxamide